4-(2-Vinyl-3-fluorophenoxy)-5H,6H,7H,8H-pyrido[3,4-d]pyrimidine-7-carboxylic acid tert-butyl ester C(C)(C)(C)OC(=O)N1CC=2N=CN=C(C2CC1)OC1=C(C(=CC=C1)F)C=C